FC=1C=C(C=CC1)C1=CC=C(C=C1)[C@H]1[C@@H]2CN(CCCCN2[C@H]1CO)CCC(F)(F)F ((8R,9S,10R)-9-(3'-fluoro-[1,1'-biphenyl]-4-yl)-6-(3,3,3-trifluoropropyl)-1,6-diazabicyclo[6.2.0]decan-10-yl)methanol